5,5,6-Trimethyl-N-{(1S)-1-[5-(2-methylchinolin-6-yl)-1H-imidazol-2-yl]-7-oxononyl}-6-azaspiro[2.5]octan-1-carboxamid CC1(CC2(CC2C(=O)N[C@@H](CCCCCC(CC)=O)C=2NC(=CN2)C=2C=C3C=CC(=NC3=CC2)C)CCN1C)C